C(C)(C)(C)OC(=O)NCCCC(=O)NC=1C=C(N(C1)C)C(=O)OC methyl 4-{4-[(tert-butoxycarbonyl)amino]butanamido}-1-methylpyrrole-2-carboxylate